(3-Chloro-2,4-dimethyl-5,7-dihydropyrrolo[3,4-b]pyridin-6-yl)-[(3R)-1-[6-(trifluoromethyl)pyridazin-3-yl]pyrrolidin-3-yl]methanon ClC=1C(=C2C(=NC1C)CN(C2)C(=O)[C@H]2CN(CC2)C=2N=NC(=CC2)C(F)(F)F)C